CC1=C(OC2CNC2)C=CC(=C1)[N+](=O)[O-] 3-(2-methyl-4-nitrophenoxy)azetidine